5-Benzyl (1-(tert-butyl)-3-(3-oxocyclopentyl)-1H-pyrazol-5-yl)carbamate C(C)(C)(C)N1N=C(C=C1NC(OCC1=CC=CC=C1)=O)C1CC(CC1)=O